[Pd+2].C[Si](C)(C)CC1=C(CCC=CCC1)C[Si](C)(C)C bis[(trimethylsilyl)methyl](1,5-cyclooctadiene) palladium (II)